CC=1C=C2C=CC(=NC2=CC1)C=O 6-METHYL-2-QUINOLINECARBOXALDEHYDE